1-[5-(3-fluoro-5-methylphenyl)-3-(6-methoxy-1H-indol-2-yl)pyridazin-4-yl]Piperazine FC=1C=C(C=C(C1)C)C=1C(=C(N=NC1)C=1NC2=CC(=CC=C2C1)OC)N1CCNCC1